C1(=CC=C(C=C1)NC1=CC=2C(C3=CC=CC=C3C2C=C1)(C)C)C1=CC=CC=C1 N-[1,1'-biphenyl]-4-yl-9,9-dimethyl-9H-fluoren-2-amine